COC=1N=C2C(=CC=NC2=CC1OC)OC1=C(C=C(C=C1)NC(=O)C1=CN(C(=C(C1=O)C1=CC=C(C=C1)F)C)CC(F)(F)F)F N-[4-[(6,7-Dimethoxy-1,5-naphthyridin-4-yl)oxy]-3-fluorophenyl]-5-(4-fluorophenyl)-6-methyl-4-oxo-1-(2,2,2-trifluoroethyl)pyridine-3-carboxamide